C(#N)C1CC(CN(CC1)C(=O)OC(C)(C)C)=O tert-butyl 5-cyano-3-oxoazepane-1-carboxylate